2-[3-(4-hydroxycycloheptan-1-carbonyl)-5,6-dihydrocyclopenta[c]pyrazol-1(4H)-yl]ethan-1-on OC1CCC(CCC1)C(=O)C=1C2=C(N(N1)CC=O)CCC2